di-tert-butyl azo dicarbonate C(OC(C)(C)C)(ON=NOC(OC(C)(C)C)=O)=O